COC1=C(C=CC=C1)C=1N=CN(C(C1)=O)CC1CCN(CC12CCCC2)C(=O)OC(C)(C)C tert-Butyl 10-((4-(2-methoxyphenyl)-6-oxopyrimidin-1(6H)-yl)methyl)-7-azaspiro[4.5]decane-7-carboxylate